C(CCCCCCC\C=C/C\C=C/CCCCC)(=O)OCCCCCCCCCCCCCCCCCCCCCCCCCCCCCC(=O)N[C@@H](CO)[C@H](O)\C=C\C(CCCCCCCCCCCC)O N-(30-((linoleoyl)oxy)triacontanoyl)-6-hydroxysphingosine